1-{4-[5-(3-Chloro-4-isobutyl-phenyl)-[1,2,4]oxadiazol-3-yl]-benzyl}-4-(4-fluoro-benzyl)-piperidine-4-carboxylic acid ClC=1C=C(C=CC1CC(C)C)C1=NC(=NO1)C1=CC=C(CN2CCC(CC2)(C(=O)O)CC2=CC=C(C=C2)F)C=C1